N(=[N+]=[N-])C=1C=C(C(CNCCCCN)=CC1)O 4-(p-azidosalicylamino)butylamine